COC(CCOC)=O methyl-3-methoxypropionate